2-(4-oxo-4-(3-(5-(trifluoromethyl)pyrimidin-2-yl)-3,6-diazabicyclo[3.1.1]heptane-6-yl)butyl)-2H-indazole-7-carboxamide O=C(CCCN1N=C2C(=CC=CC2=C1)C(=O)N)N1C2CN(CC1C2)C2=NC=C(C=N2)C(F)(F)F